N,N,N',N',N'',N''-hexa-n-octyl-nitrilotriacetamide C(CCCCCCC)N(C(CN(CC(=O)N(CCCCCCCC)CCCCCCCC)CC(=O)N(CCCCCCCC)CCCCCCCC)=O)CCCCCCCC